N1C(=NC2=C1C=CC=C2)CNC2=NN(C1=NC(=CN=C12)C1CC1)C1COC1 N-[(1H-benzimidazol-2-yl)methyl]-6-cyclopropyl-1-(oxetan-3-yl)-1H-pyrazolo[3,4-b]pyrazin-3-amine